N12CCN(C(CC1)CC2)C(=O)N2N=C(C1=C2OCC[C@H]1C)C1=CC=C(C=C1)F R-(1,4-diazabicyclo[3.2.2]nonan-4-yl)(3-(4-fluorophenyl)-4-methyl-5,6-dihydropyrano[2,3-c]pyrazol-1(4H)-yl)methanone